CN(C)CC1OC2=CC(=CN=C2OC1)NC1=NC(=NC=C1)NC1=CC(=C(C=C1)OC1CC(C1)N(C)C)OC 4-{2-[(dimethylamino)methyl]-2,3-dihydro-1,4-dioxa-5-aza-7-naphthylamino}-2-{3-methoxy-4-[(1s,3s)-3-(dimethylamino)cyclobutoxy]phenylamino}pyrimidine